(R)-1-(7-((2-((1-ethyl-1H-pyrazol-4-yl)amino)-7H-pyrrolo[2,3-d]pyrimidin-4-yl)oxy)-5-azaspiro[2.4]heptan-5-yl)propan-2-en-1-one C(C)N1N=CC(=C1)NC=1N=C(C2=C(N1)NC=C2)O[C@H]2CN(CC21CC1)C(C=C)=O